The molecule is a myo-inositol bisphosphate. It has a role as a human metabolite. It derives from a myo-inositol. It is a conjugate acid of a 1D-myo-inositol 1,3-biphosphate(4-). [C@H]1([C@H](C([C@H]([C@@H](C1O)O)OP(=O)(O)O)O)OP(=O)(O)O)O